C(C)OC1=C(C=CC=C1)C1=NN2C(=NC=3C=CC=CC3C2=N1)N[C@H]1C(NCCCC1)=O (3R)-3-{[2-(2-ethoxyphenyl)[1,2,4]triazolo[1,5-c]quinazolin-5-yl]amino}azepan-2-one